NCCC=1C=C(C(=CC1)O)O 4-(2-aminoethyl)benzene-1,2-Diol